ClC1=C(C=C(C=C1)S(=O)(=O)NC=1C(=NC=C(C1)Cl)C(=O)C1=CC(=NC=C1)NS(=O)(=O)C)C(F)(F)F 4-chloro-N-[5-chloro-2-(2-methanesulfonylamino-pyridine-4-carbonyl)-pyridin-3-yl]-3-trifluoromethyl-benzenesulfonamide